6,7-dihydro-5H-cyclopenta[4,5]thieno[2,3-d]pyrimidine N1=CN=CC2=C1SC1=C2CCC1